l-β-homotyrosine N[C@@H](CC1=CC=C(C=C1)O)CC(=O)O